P(=O)(OC(CC)Cl)(OC(CC)Cl)OC(CC)Cl tris(α-chloropropyl) phosphate